C(C)(=O)O[C@H]1C[C@H]2C[C@H]([C@H]3[C@@H]4CC[C@H]([C@@H](CCC(=O)OC)C)[C@]4(C(C[C@@H]3[C@]2(CC1)C)=O)C)OC(C)=O methyl 3α,7α-diacetoxy-12-oxo-5β-cholan-24-oate